2,5-dicarboxyphenol C(=O)(O)C1=C(C=C(C=C1)C(=O)O)O